O[C@@H]1[C@@]2(C[C@@H]2[C@H]([C@@H]1O)N1C2=NC(=NC(=C2N=C1)NC1=CC=CC=C1)I)C#N (1R,2R,3S,4R,5S)-2,3-dihydroxy-4-(2-iodo-6-(phenylamino)-9H-purin-9-yl)bicyclo[3.1.0]hexane-1-carbonitrile